(S)-5-cyclopropyl-6-oxo-3-(trifluoromethyl)-5,6,6a,7,9,10-hexahydro-8H-pyrazino[1,2-a]Pyrido[3,2-e]pyrazine-8-carboxylate C1(CC1)N1C([C@H]2N(C3=C1C=C(C=N3)C(F)(F)F)CCN(C2)C(=O)[O-])=O